Monoglyceryl monooleate C(CCCCCCC\C=C/CCCCCCCC)(=O)OCC(O)CO